2-(3-(((4-(2-((6-(isoxazol-4-yl)-1H-indazol-4-yl)oxy)ethoxy)butyl)amino)methyl)-5-(trifluoromethyl)phenyl)acetonitrile O1N=CC(=C1)C1=CC(=C2C=NNC2=C1)OCCOCCCCNCC=1C=C(C=C(C1)C(F)(F)F)CC#N